FC(C(=O)O)(F)F.CC=1C=C(N=NC1)N 5-methylpyridazin-3-amine trifluoroacetate salt